[N-]=C=O.[N-]=C=O.CC(=C)CCC 2,4-dimethylbutene diisocyanate